C(C)OC(C[C@@H](C1=CC(=C(C=C1)F)Br)N([C@H](C)C1=CC=CC=C1)CC1=CC=CC=C1)=O (S)-3-(benzyl-((R)-1-phenylethyl)amino)-3-(3-bromo-4-fluorophenyl)propanoic acid ethyl ester